N2,N4-bis((R)-1-cyclopropylethyl)-6-(1H-indol-4-yl)-1,3,5-triazine-2,4-diamine C1(CC1)[C@@H](C)NC1=NC(=NC(=N1)N[C@H](C)C1CC1)C1=C2C=CNC2=CC=C1